C(C)C(CCC1C(=O)OC(C1)=O)CCCCCCCCCCCCC 3-ethylhexadecanyl-succinic anhydride